ethyl prop-2-ynoate C(C#C)(=O)OCC